C(C)(C)(C)OC(=O)N[C@H]1CN(CC[C@@H]2N(C1=O)[C@@H](CC2)C(=O)O)C(C(C)(C)C)=O (5S,8S,10aR)-5-((tert-butoxycarbonyl)amino)-6-oxo-3-pivaloyldecahydropyrrolo[1,2-a][1,5]diazocine-8-carboxylic acid